CC(C)(COP(=O)(O)OP(=O)(O)OC[C@@H]1[C@H]([C@H]([C@@H](O1)N2C=NC3=C(N=CN=C32)N)O)OP(=O)(O)O)[C@H](C(=O)NCCC(=O)NCCSC(=O)CC(=C)C(=O)O)O The molecule is the S-itaconyl derivative of coenzyme A. It has a role as a mouse metabolite. It is a 3-enoyl-CoA and a monounsaturated fatty acyl-CoA. It derives from a coenzyme A. It is a conjugate acid of an itaconyl-CoA(5-).